5-(4-Fluorophenylmethyl)-6-((2-(pyrrolidin-1-yl)ethyl)amino)nicotinic acid FC1=CC=C(C=C1)CC=1C(=NC=C(C(=O)O)C1)NCCN1CCCC1